5-(8-((1S,2S)-2-(4-cyclopropylphenyl)cyclopropyl)imidazo[1,2-b]pyridazin-6-yl)pyrimidine-2,4(1H,3H)-dione C1(CC1)C1=CC=C(C=C1)[C@@H]1[C@H](C1)C=1C=2N(N=C(C1)C=1C(NC(NC1)=O)=O)C=CN2